COC1=C(C=C(C=CC2=NC(=NC(=N2)C(Cl)(Cl)Cl)C(Cl)(Cl)Cl)C=C1)O 2-(p-methoxy-m-hydroxystyryl)-4,6-bis(trichloromethyl)s-triazine